NN[13C](=O)N semicarbazide-13C